COC=1C=CC(=NC1)CNC(CNC(OC(C)(C)C)=O)=O tert-butyl (2-(((5-methoxypyridin-2-yl)methyl)amino)-2-oxoethyl)carbamate